2-[4-hydroxy-1-[4-nitro-2-(trifluoromethyl)phenyl]-4-piperidyl]acetic acid OC1(CCN(CC1)C1=C(C=C(C=C1)[N+](=O)[O-])C(F)(F)F)CC(=O)O